4,4,5,5-tetramethyl-2-(6-methyl-3'-(pyrene-1-yl)-[1,1'-biphenyl]-3-yl)-1,3,2-dioxaborolane CC1(OB(OC1(C)C)C=1C=C(C(=CC1)C)C1=CC(=CC=C1)C1=CC=C2C=CC3=CC=CC4=CC=C1C2=C34)C